[I-].ClC=1C=C2C(C=[NH+]C2=CC1)(C)C 5-chloro-3,3-dimethyl-3H-indol-1-ium iodide